1'-[3-chloro-2-(trifluoromethyl)phenyl]-2-(2-ethoxypyridin-3-yl)spiro[6,7-dihydro-1,7-naphthyridine-5,4'-piperidine]-8-one ClC=1C(=C(C=CC1)N1CCC2(CC1)C=1C=CC(=NC1C(NC2)=O)C=2C(=NC=CC2)OCC)C(F)(F)F